1-[(1S,4S)-5-[4-[3-chloro-2-fluoro-4-[[(2R)-2-methyltetrahydrofuran-2-yl]methoxy]anilino]pyrido[3,2-d]pyrimidin-6-yl]-2,5-diazabicyclo[2.2.1]heptan-2-yl]prop-2-en-1-one ClC=1C(=C(NC=2C3=C(N=CN2)C=CC(=N3)N3[C@@H]2CN([C@H](C3)C2)C(C=C)=O)C=CC1OC[C@@]1(OCCC1)C)F